C1(=CC=CC=C1)C(N1N=NN=C1C1=C(C=CC=C1)C1=CC=C(C=C1)C)(C1=CC=CC=C1)C1=CC=CC=C1 N-triphenylmethyl-5-[4'-methylbiphenyl-2-yl]tetrazole